C(#N)C=1SC(=CC1C(=O)NCC(F)(F)F)OC[C@H](C)N(S(=O)(=O)C(F)(F)F)COC 2-cyano-5-[(2S)-2-[methoxymethyl-(trifluoromethylsulfonyl)amino]propoxy]-N-(2,2,2-trifluoroethyl)thiophene-3-carboxamide